Bis(2,3,5,6-tetrafluorophenyl)(t-butoxycarbonyl)-L-glutamic acid FC1=C(C(=C(C=C1F)F)F)[C@](N(C(=O)OC(C)(C)C)C1=C(C(=CC(=C1F)F)F)F)(CCC(=O)O)C(=O)O